5-[8-[3-methoxy-3-(trifluoromethyl)pyrrolidin-1-yl]imidazo[1,2-b]pyridazin-6-yl]-1H-pyrimidine-2,4-dione COC1(CN(CC1)C=1C=2N(N=C(C1)C=1C(NC(NC1)=O)=O)C=CN2)C(F)(F)F